N(=[N+]=[N-])C(C)(C1CC1)C1=CN=C(C2=CN=C(C=C12)Cl)O[C@H](C)C[C@@H](C)S(=O)(=O)C 4-(1-Azido-1-cyclopropylethyl)-6-chloro-1-(((2R,4R)-4-(methylsulfonyl)pentan-2-yl)oxy)-2,7-naphthyridine